N[C@@H]1[C@H](CC2=CC=CC=C12)N(C=1C=C2C(N(C(C2=CC1)=O)C1C(NC(CC1)=O)=O)=O)C 5-(((1S,2S)-1-Amino-2,3-dihydro-1H-inden-2-yl)(methyl)amino)-2-(2,6-dioxopiperidin-3-yl)isoindolin-1,3-dion